COC(=O)C=1N=C(OC1)C12C3C4C5(C3C1C5C24)C=2NC(=NC(C2C(=O)OC)C2=C(C=C(C=C2)F)Cl)C=2SC=CN2.O=C(OCC(COC(CCC)=O)OC(CCC)=O)CCC Tributyrin Methyl-2-((1r,2R,3r,8S)-4-(6-(2-chloro-4-fluorophenyl)-5-(methoxycarbonyl)-2-(thiazol-2-yl)-3,6-dihydropyrimidin-4-yl)cuban-1-yl)oxazole-4-carboxylate